N-(6-acetylbenzo[d][1,3]-dioxol-5-yl)-2-chloroacetamide C(C)(=O)C=1C(=CC2=C(OCO2)C1)NC(CCl)=O